O=C1NC(CCC1C1=CC(=NC=C1)N1CCN(CC1)CC1CCN(CC1)C(=O)OC(C)(C)C)=O tert-butyl 4-({4-[4-(2,6-dioxopiperidin-3-yl)pyridin-2-yl]piperazin-1-yl}methyl)piperidine-1-carboxylate